methyl 2-((benzo[c][1,2,5]thiadiazol-5-ylmethyl)(1-(3-fluoropyridin-2-yl)ethyl)amino)-2-oxoacetate N=1SN=C2C1C=CC(=C2)CN(C(C(=O)OC)=O)C(C)C2=NC=CC=C2F